2,4'-methylenediphenyl isocyanate C(C1=CC=C(C=C1)N=C=O)C1=C(C=CC=C1)N=C=O